COC(=O)C1=NC=2CCCCC2C(=C1)O 4-hydroxy-5,6,7,8-tetrahydroquinoline-2-carboxylic acid methyl ester